isophthalic acid pentasodium [Na].[Na].[Na].[Na].[Na].C(C1=CC(C(=O)O)=CC=C1)(=O)O